N-[(4-chlorophenyl)methylene]-4-t-butylaniline ClC1=CC=C(C=C1)C=NC1=CC=C(C=C1)C(C)(C)C